C1(=CC=CC2=CC=CC=C12)CC1=CC=CC2=CC=CC=C12 1,1-dinaphthylmethane